4-ethynyl-4'-fluorobiphenyl C(#C)C1=CC=C(C=C1)C1=CC=C(C=C1)F